tert-butyl 2-oxo-5,6-diphenyl-3-(4,4,4-trifluorobutyl)morpholine-4-carboxylate O=C1C(N(C(C(O1)C1=CC=CC=C1)C1=CC=CC=C1)C(=O)OC(C)(C)C)CCCC(F)(F)F